N-(4-(((tert-butyldimethylsilyl)oxy)methyl)-2,6-dimethylphenyl)-4-(2,5-dichlorophenyl)picolinamide [Si](C)(C)(C(C)(C)C)OCC1=CC(=C(C(=C1)C)NC(C1=NC=CC(=C1)C1=C(C=CC(=C1)Cl)Cl)=O)C